1-(2-fluoro-4-(5-(trifluoromethyl)-1,2,4-oxadiazol-3-yl)phenyl)-2-(pyridin-3-ylthio)ethan-1-one FC1=C(C=CC(=C1)C1=NOC(=N1)C(F)(F)F)C(CSC=1C=NC=CC1)=O